ClC=1C=C(C=CC1OCC(F)(F)F)NC=1C2=C(N=CN1)C=CC(=N2)N2[C@@H]1CN[C@H](C2)C1 N-[3-chloro-4-(2,2,2-trifluoroethoxy)phenyl]-6-[(1S,4S)-2,5-diazabicyclo[2.2.1]heptan-2-yl]pyrido[3,2-d]pyrimidin-4-amine